diphenyl phosphate isothiocyanate [N-]=C=S.P(=O)(OC1=CC=CC=C1)(OC1=CC=CC=C1)[O-]